4-methyl-N-[3-(4-methyl-1H-imidazol-1-yl)-5-trifluoromethylphenyl]-3-[[4-(pyridin-3-yl)pyrimidin-2-yl]amino]benzamide CC1=C(C=C(C(=O)NC2=CC(=CC(=C2)C(F)(F)F)N2C=NC(=C2)C)C=C1)NC1=NC=CC(=N1)C=1C=NC=CC1